FC1=CC=C(C=C1)C1CCN(CC1)C=1SC2=C(N1)C=CC(=C2)C(=O)O 2-(4-(4-fluorophenyl)piperidin-1-yl)benzo[d]thiazole-6-carboxylic acid